C(C1=CC=CC=C1)N1CC(CC1C)CNCC1=CC=C(C=C1)OC N-[(1-benzyl-5-methyl-pyrrolidin-3-yl)methyl]-1-(4-methoxyphenyl)methanamine